(6R)-6-{[7-bromo-2-(4-methoxyphenyl)[1,2,4]triazolo[1,5-c]quinazolin-5-yl]amino}-1,4-thiazepan-5-one BrC1=CC=CC=2C=3N(C(=NC12)N[C@@H]1C(NCCSC1)=O)N=C(N3)C3=CC=C(C=C3)OC